4-(3-((5-Chloro-2-((2-cyclopropyl-4-(piperazin-1-yl)phenyl)amino)pyrimidin-4-yl)amino)propyl)-1,4-oxazepan-5-on ClC=1C(=NC(=NC1)NC1=C(C=C(C=C1)N1CCNCC1)C1CC1)NCCCN1CCOCCC1=O